C(#N)C1=CC=C(CNC(=O)C2=CC=3C(=C(N=NC3)OCC3(CC3)S(=O)(=O)C(C)(C(CO)O)C)N(C2=O)C)C=C1 N-(4-cyanobenzyl)-8-((1-((3,4-dihydroxy-2-methylbutan-2-yl)sulfonyl)cyclopropyl)methoxy)-1-methyl-2-oxo-1,2-dihydropyrido[2,3-d]pyridazine-3-carboxamide